14-((5-Bromopyridin-2-yl)oxy)-3,6,9,12-tetraoxatetradecan-1-ol BrC=1C=CC(=NC1)OCCOCCOCCOCCOCCO